C(C)N(C1=CC=C(C=C1)C1=C2C=C(C(=CC2=CC=2C=COC21)OC)OC)CCOC 9-(4-(ethyl(2-methoxyethyl)amino)phenyl)-6,7-dimethoxynaphtho[2,3]furan